butanol phthalate C(C=1C(C(=O)O)=CC=CC1)(=O)O.C(CCC)O